4-(5-methyl-3-methyl-4-(3-methylisoxazol-5-yl)-1H-pyrazol-1-yl)-3-fluorobenzonitrile CC1=C(C(=NN1C1=C(C=C(C#N)C=C1)F)C)C1=CC(=NO1)C